ClC1=C(C(=O)N[C@@H]2CN(C[C@@H]2F)C(C2=C(C=CC=C2)F)=O)C=CC=C1 2-chloro-N-[(3R,4S)-4-fluoro-1-(2-fluorobenzoyl)pyrrolidin-3-yl]benzamide